FC1=CC(=C(C=C1N1C=NC=C1)O)C=1N=NC(=CN1)\C=C\1/CNCC1 (Z)-4-fluoro-5-(1H-imidazol-1-yl)-2-(6-(pyrrolidin-3-ylidenemethyl)-1,2,4-triazin-3-yl)phenol